C1(=CC=CC=C1)N(C1=CC=C(C=C1)C1=CC=C(C=C1)C1=NC2=CC(=C(C=C2N=C1C1=CC=C(C=C1)P(=O)(C1=CC=CC=C1)C1=CC=CC=C1)C#N)C#N)C1=CC=CC=C1 2-(4'-(diphenylamino)-[1,1'-biphenyl]-4-yl)-3-(4-(diphenylphosphoryl)phenyl)quinoxaline-6,7-dinitrile